BrC1=CC2=C(S1)C=1SC(=CC1C2)Br 2,6-dibromo-4H-cyclopenta[2,1-b:3,4-b']dithiophen